N-((3S,4R)-4-((4'-((4-methylpiperazin-1-yl)methyl)-3'-(trifluoromethyl)-[1,1'-biphenyl]-4-yl)methoxy)-tetrahydrofuran-3-yl)nicotinamide CN1CCN(CC1)CC1=C(C=C(C=C1)C1=CC=C(C=C1)CO[C@@H]1[C@H](COC1)NC(C1=CN=CC=C1)=O)C(F)(F)F